C(C)(=O)N[C@H]1CN(C[C@@H]([C@@H]1OC(C)=O)OC(C)=O)C(CCCC(=O)OCC1=CC=CC=C1)=O benzyl 5-[(3S,4R,5S)-3-acetamido-4,5-diacetoxy-1-piperidyl]-5-oxo-pentanoate